2-(1-benzyl-1H-indol-2-yl)-7-methoxy-1-methyl-1H-benzo[d]imidazol C(C1=CC=CC=C1)N1C(=CC2=CC=CC=C12)C1=NC2=C(N1C)C(=CC=C2)OC